C(C1=CC=CC=C1)CNCCC(C=CC=C)=C 1-benzylmethylamino-3-methylenehepta-4,6-diene